Imidazo[1,2-a]pyridine-6-carboxylic acid 4-(3-amino-pyrrolidine-1-sulfonyl)-benzylamide NC1CN(CC1)S(=O)(=O)C1=CC=C(CNC(=O)C=2C=CC=3N(C2)C=CN3)C=C1